OC1=C(C=O)C(=CC=C1)OC1=NC=CC(=N1)NC=1N=CC2=C(C=CC(=C2C1)C(C)C)N1CC(C1)CS(=O)(=O)C 2-hydroxy-6-((4-((5-isopropyl-8-(3-((methylsulfonyl)methyl)azetidin-1-yl)isoquinolin-3-yl)amino)pyrimidin-2-yl)oxy)benzaldehyde